C(C)(=O)OCCC\C=C/CCCCC (Z)-4-decen-1-yl acetate